BrC=1C=CC=2N(N1)N=C(N2)NC(=O)C2(CC2)F N-(6-bromo-[1,2,4]triazolo[1,5-b]pyridazin-2-yl)-1-fluorocyclopropane-1-carboxamide